CNC(C1=CC=C(C=C1)OC1=CC=C(C=C1)C(C(F)(F)F)(F)F)=O N-methyl-4-(4-(perfluoroethyl)phenoxy)benzamide